(11S)-11-benzyl-24-(2,5-dioxo-2,5-dihydro-1H-pyrrol-1-yl)-7,10,13,16-tetraoxo-19-(trifluoromethyl)-4-oxa-6,9,12,15,18-pentaazatetracosan-1-oic acid C(C1=CC=CC=C1)[C@@H](C(NCC(NCOCCC(=O)O)=O)=O)NC(CNC(CNC(CCCCCN1C(C=CC1=O)=O)C(F)(F)F)=O)=O